ClC1=C(C(=O)NCC2CCSCC2)C=CC(=C1)NC=1C=2N(C=CN1)C(=CN2)C2=C(C(=C(C=C2)OC)F)F 2-chloro-4-[[3-(2,3-difluoro-4-methoxyphenyl)imidazo[1,2-a]pyrazin-8-yl]amino]-N-(tetrahydrothiopyran-4-ylmethyl)benzamide